1-{2-chloro-6-[(3S)-3-ethylmorpholin-4-yl]pyrimidin-4-yl}-N,N-dimethylmethanesulfonamide ClC1=NC(=CC(=N1)CS(=O)(=O)N(C)C)N1[C@H](COCC1)CC